BrC=1C=C2C(=CC(=NC2=NC1)C1=CC2=CN(N=C2C(=C1OCOC)C)C)Cl 6-bromo-4-chloro-2-[6-(methoxymethoxy)-2,7-dimethylindazol-5-yl]-1,8-naphthyridine